(S)-N-(3-(6-amino-3,3-difluoro-2-(fluoromethyl)-2,3,4,5-tetrahydropyridin-2-yl)-4,5-difluorophenyl)-5-chloropyridinamide NC=1CCC([C@@](N1)(CF)C=1C=C(C=C(C1F)F)NC(=O)C1=NC=C(C=C1)Cl)(F)F